C(C=C)N(S(=O)(=O)C=C)CC1=NN(C=2N(C([C@@H]([C@@H](C21)C2=CC=C(C=C2)F)NC(C2=CC(=CC=C2)C(F)(F)F)=O)=O)CC)C2=CC=CC=C2 |r| rac-N-((4R,5R)-3-((N-allylvinylsulfonamido)methyl)-7-ethyl-4-(4-fluorophenyl)-6-oxo-1-phenyl-4,5,6,7-tetrahydro-1H-pyrazolo[3,4-b]pyridine-5-yl)-3-(trifluoromethyl)benzamide